ClC1=NC(=NC(=C1)Cl)OCCOC 4,6-dichloro-2-(2-methoxyethoxy)pyrimidine